NC=1C=2N(C=C(N1)C(=O)NCC1=NC=CC=C1)C1=C(N2)C=CC=C1 amino-N-(pyridin-2-ylmethyl)benzo[4,5]imidazo[1,2-a]pyrazine-3-carboxamide